OC1=CC(OC2=CC(=CC=C12)O)=O 4,7-dihydroxycoumarin